[1,1':3',1''-terphenyl]-5'-carbonitrile C1(=CC=CC=C1)C1=CC(=CC(=C1)C#N)C1=CC=CC=C1